COC1=NC(=NN2C1=C(C=C2)C=2C=C1N=CC=NC1=CC2)N[C@H]2CC[C@H](CC2)C(C)C 2-(cis-4-((4-methoxy-5-(quinoxalin-6-yl)pyrrolo[2,1-f][1,2,4]triazin-2-yl)amino)cyclohexyl)propan